(Z)-9-octadecenoic acid-2-sulfoethyl ester S(=O)(=O)(O)CCOC(CCCCCCC\C=C/CCCCCCCC)=O